FC1=C(C=CC=C1)C=1C(=CNC(C1)=O)C1=NC=CC=C1 4'-(2-fluorophenyl)-[2,3'-bipyridine]-6'(1'H)-one